OC1CCN(CC1)C=1C=CC(=NC1)NC1=CC=NC=2C=CNC(C12)=O 4-[[5-(4-hydroxy-1-piperidyl)-2-pyridyl]amino]-6H-1,6-naphthyridin-5-one